N-(5-((1s,3s)-3-fluorocyclobutyl)-1H-pyrazol-3-yl)-6-(piperidin-4-yloxy)pyrazin-2-amine FC1CC(C1)C1=CC(=NN1)NC1=NC(=CN=C1)OC1CCNCC1